CC1=C(C(NC2=C1N=NC=C2)=O)CC(=O)O {8-methyl-6-oxo-5H-pyrido[3,2-c]pyridazin-7-yl}acetic acid